(3β)-17-(3-pyridinyl)androsta-5,16-dien-3-ol acetate C(C)(=O)O[C@@H]1CC2=CC[C@H]3[C@@H]4CC=C([C@@]4(C)CC[C@@H]3[C@]2(CC1)C)C=1C=NC=CC1